gold-tin-cobalt [Co].[Sn].[Au]